4-(((trans-2-ethylcyclopropyl)amino)-8-fluoro-2-(((2R,7aS)-2-fluorotetrahydro-1H-pyrrolizin-7a(5H)-yl)methoxy)-6-(trifluoromethyl)quinazolin-7-yl)-7-fluorobenzo[d]thiazol-2-amine C(C)[C@H]1[C@@H](C1)NC1=NC(=NC2=C(C(=C(C=C12)C(F)(F)F)C1=CC=C(C2=C1N=C(S2)N)F)F)OC[C@]21CCCN1C[C@@H](C2)F